C(C1=CC=CC=C1)OC1=NC(=CC=C1C1=CC(=C(C=C1F)C1=CCN(CC1)C(=O)OC(C)(C)C)F)OCC1=CC=CC=C1 tert-butyl 4-(4-(2,6-bis(benzyloxy) pyridin-3-yl)-2,5-difluorophenyl)-5,6-dihydropyridine-1(2H)-carboxylate